3-(4-maleimidophenyl)-4-methyl-coumarin C1(C=CC(N1C1=CC=C(C=C1)C=1C(OC2=CC=CC=C2C1C)=O)=O)=O